4-cyclobutyl-N2-methyl-6-(1-phenylethyl)pyridine-2,4-dicarboxamide C1(CCC1)C1(CC(=NC(=C1)C(C)C1=CC=CC=C1)C(=O)NC)C(=O)N